imidazole tris(t-butyloxy)acetate C(C)(C)(C)OC(C(=O)O)(OC(C)(C)C)OC(C)(C)C.N1C=NC=C1